3-(azetidin-3-yl)-4-[(2S)-2-(methoxymethyl)azetidin-1-yl]pyridine N1CC(C1)C=1C=NC=CC1N1[C@@H](CC1)COC